tert-butyl 1-(5-bromopentyl)-1H-pyrazole-5-carboxylate BrCCCCCN1N=CC=C1C(=O)OC(C)(C)C